Octyl-triazinone C(CCCCCCC)C=1C(NN=NC1)=O